neryl malate C(C(O)CC(=O)[O-])(=O)OC\C=C(\C)/CCC=C(C)C